FC1=COC2=C1C=CC(=C2)C(C(C)NC)O 1-(3-fluorobenzofuran-6-yl)-2-(methylamino)propan-1-ol